CN1CN(C=C1)CC(CO)(CO)CN1CN(C=C1)C 2,2-bis[(1-methylimidazole-3-yl)methyl]propane-1,3-diol